N1(N=NN=C1)CC(=O)NC1=CC(=C(C(=O)OCC)C=C1)O Ethyl 4-(2-(1H-tetrazol-1-yl)acetamido)-2-hydroxybenzoate